tropylium tetrakis[3,5-bis(trifluoromethyl)phenyl]borate FC(C=1C=C(C=C(C1)C(F)(F)F)[B-](C1=CC(=CC(=C1)C(F)(F)F)C(F)(F)F)(C1=CC(=CC(=C1)C(F)(F)F)C(F)(F)F)C1=CC(=CC(=C1)C(F)(F)F)C(F)(F)F)(F)F.[CH+]1C=CC=CC=C1